4-cyclobutyl-thiadiazole-5-carbaldehyde C1(CCC1)C=1N=NSC1C=O